C(C)(C)(C)C=1N=C(OC1)C1=NC(=CC=C1Cl)C=1OC=C(N1)C(C)(C)C 2,6-bis[4-(S)-tert-butyl-2-oxazolyl]chloropyridine